2-bromo-5-(2H-tetrazol-5-yl)thiazole BrC=1SC(=CN1)C=1N=NNN1